ClC1=C([C@H](C(=O)OC)O)C=CC=C1 R-methyl o-chloromandelate